OC([C@@H](C)NC(=O)C=1C(NN=C(C1)C=1C=NC(=CC1)OC)=O)(C)C N-[(2R)-3-Hydroxy-3-methylbutan-2-yl]-6-(6-methoxypyridin-3-yl)-3-oxo-2,3-dihydropyridazine-4-carboxamide